(E)-4-(dimethylamino)-N-[3-methyl-1-[5-methyl-2-[(2-methylpyrazol-3-yl)amino]pyrimidin-4-yl]indol-5-yl]but-2-enamide CN(C/C=C/C(=O)NC=1C=C2C(=CN(C2=CC1)C1=NC(=NC=C1C)NC=1N(N=CC1)C)C)C